5-bromo-2-naphthylamine BrC1=C2C=CC(=CC2=CC=C1)N